(R)-2-((6-((R)-2-(aminomethyl)morpholino)-3,5-dicyano-4-ethylpyridin-2-yl)thio)-2-phenylacetamide NC[C@H]1OCCN(C1)C1=C(C(=C(C(=N1)S[C@@H](C(=O)N)C1=CC=CC=C1)C#N)CC)C#N